NCCC=1C=C2C(N(C(C2=CC1)=O)N1C(NC(CC1)=O)=O)=O 5-(2-aminoethyl)-2-(2,4-dioxotetrahydropyrimidin-1(2H)-yl)isoindoline-1,3-dione